Cl.NC=1C=C(N(C1)C)C(=O)N1C=CC2=CC(=CC=C12)NC(OCC=C)=O allyl (1-(4-amino-1-methyl-1H-pyrrole-2-carbonyl)-1H-indol-5-yl)carbamate hydrochloride